[Cl-].C(CCCCCCCCCCCCCCC)[NH+](CCCCCCCCCCCCCCCC)CCCCCCCCCCCCCCCC tricetyl-ammonium chloride